BrC1(C(C=CC=C1)[C@H](C)O)Cl (S)-2-bromo-2-chlorophenyl-ethanol